(S)-2-(1-(3-AMMONIO-1H-INDAZOLE-6-CARBOXAMIDO)-2-PHENYLETHYL)-5-(5-CHLORO-2-(1H-TETRAZOL-1-YL)PHENYL)PYRIDINE 1-OXIDE 2,2,2-TRIFLUOROACETATE FC(C(=O)[O-])(F)F.[NH3+]C1=NNC2=CC(=CC=C12)C(=O)N[C@@H](CC1=CC=CC=C1)C1=[N+](C=C(C=C1)C1=C(C=CC(=C1)Cl)N1N=NN=C1)[O-]